arachidic acid behenyl ester C(CCCCCCCCCCCCCCCCCCCCC)OC(CCCCCCCCCCCCCCCCCCC)=O